N-((2S,3S)-1-hydroxy-3-methylpentan-2-yl)-4-isopropylbenzamide OC[C@H]([C@H](CC)C)NC(C1=CC=C(C=C1)C(C)C)=O